ClC=1C=C(C=CC1F)C=1N=C(SC1C1=CC=CC=C1)NC(OC(C)(C)C)=O tert-butyl (4-(3-chloro-4-fluorophenyl)-5-phenylthiazol-2-yl)carbamate